ClC=1C=C(N)C=C(C1I)C1=NC=2O[C@H]([C@@H]3[C@@H]4CC[C@H](CN3C3=NC(=C(C(=C1F)C32)C)C)N4)C 3-chloro-5-[(4R,7S,8S,9S)-14-fluoro-9,16,17-trimethyl-10-oxa-2,12,18,20-tetrazapentacyclo[9.7.1.14,7.02,8.015,19]icosa-1(18),11(19),12,14,16-pentaen-13-yl]-4-iodo-aniline